ClC1=C(C=C(C=C1)C1=CN(C(C=C1)=O)C(C)C)CC(C(NC1=CC=C(C=C1)C1=CN=NN1)=O)NC(=O)C=1N(N=CC1)C N-[1-[[2-chloro-5-(1-isopropyl-6-oxo-3-pyridyl)phenyl]methyl]-2-oxo-2-[4-(1H-triazol-5-yl)anilino]ethyl]-2-methyl-pyrazole-3-carboxamide